CN(C1=CC(=NC(=C1)OC1=CC=C(C=C1)C(F)(F)F)OC1=CC=C(C=C1)C(F)(F)F)C N,N-dimethyl-2,6-bis(4-(trifluoromethyl)phenoxy)pyridin-4-amine